N-(6-chloro-7-methyl-8-oxo-9H-purin-2-yl)-2-(2-ethyl-7-oxo-spiro[5H-thieno[2,3-c]pyridine-4,1'-cyclopropane]-6-yl)acetamide ClC1=C2N(C(NC2=NC(=N1)NC(CN1C(C2=C(C=C(S2)CC)C2(CC2)C1)=O)=O)=O)C